ClCC(C[Na])O 3-chloro-2-hydroxy-propyl-sodium